tert-butyl (2R,5S)-4-(7-bromo-2-(((2R,7aS)-2-fluorotetrahydro-1H-pyrrolizin-7a(5H)-yl)methoxy)-6-(trifluoromethyl)pyrido[3,2-d]pyrimidin-4-yl)-2,5-dimethylpiperazine-1-carboxylate BrC1=CC=2N=C(N=C(C2N=C1C(F)(F)F)N1C[C@H](N(C[C@@H]1C)C(=O)OC(C)(C)C)C)OC[C@]12CCCN2C[C@@H](C1)F